6-bromo-4-methoxy-N-methylpyrazolo[1,5-a]pyridine-3-formamide BrC=1C=C(C=2N(C1)N=CC2C(=O)NC)OC